N-Isopropyl-4-(4-(trifluoromethyl)phenoxy)quinoline C(C)(C)N1CC=C(C2=CC=CC=C12)OC1=CC=C(C=C1)C(F)(F)F